4-methoxy-2-((1-methyl-1H-pyrazol-4-yl)amino)pyrimidine-5-carboxamide COC1=NC(=NC=C1C(=O)N)NC=1C=NN(C1)C